C(#N)C=1C=C(C=CC1)NC(C1=CC=C(C=C1)S(NC1=C(C=CC=C1)F)(=O)=O)=O N-(3-cyanophenyl)-4-(N-(2-fluorophenyl)sulfamoyl)benzamide